C1(=CC(=CC=C1)NC1=C2C=CN(C2=CC=C1)C1=CC=C(C=N1)NC(OC(C)(C)C)=O)C Tert-butyl (6-(4-(m-tolylamino)-1H-indol-1-yl)pyridin-3-yl)carbamate